ClC=1C=NC=C(C1[C@@H](C)OC=1C=C2C(=NN(C2=CC1)C1OCCCC1)C1=CC(=NC=C1)N(C(OC(C)(C)C)=O)CCOC)Cl tert-Butyl (4-(5-((R)-1-(3,5-dichloropyridin-4-yl)ethoxy)-1-(tetrahydro-2H-pyran-2-yl)-1H-indazol-3-yl)pyridin-2-yl)(2-methoxyethyl)carbamate